C1(CC1)N1CCN(CC1)C1CCN(CC1)C1=C(C=C(C(=C1)OC)NC1=NC=NC(=C1)N1OCC[C@@H]1C1=CC(=CC(=C1)OC1=CC(=CC=C1)F)F)NC(C=C)=O (R)-N-(2-(4-(4-cyclopropylpiperazin-1-yl)piperidin-1-yl)-5-((6-(3-(3-fluoro-5-(3-fluorophenoxy)phenyl)isooxazolidin-2-yl)pyrimidin-4-yl)amino)-4-methoxyphenyl)acrylamide